C1(CCC1)N1N=C(C(=C1NC(OC[C@H]1C(C1)(F)F)=O)C)C1(CC(C1)(F)F)C (S)-(2,2-difluorocyclopropyl)methyl (1-cyclobutyl-3-(3,3-difluoro-1-methylcyclobutyl)-4-methyl-1H-pyrazol-5-yl)carbamate